C(C=C)[Si](Cl)(Cl)Cl allyl-trichlorosilane